N-((1S,4S,5S)-2-cyano-2-azabicyclo[3.1.0]hexan-4-yl)-3-(2-phenoxyphenyl)-1H-pyrazole-5-carboxamide C(#N)N1[C@H]2C[C@H]2[C@@H](C1)NC(=O)C1=CC(=NN1)C1=C(C=CC=C1)OC1=CC=CC=C1